8-chloro-1-(2,6-dichlorophenyl)-2-methyl-5-(2,3,4-trihydroxybutoxy)-1,6-naphthyridin-4(1H)-one ClC=1C=NC(=C2C(C=C(N(C12)C1=C(C=CC=C1Cl)Cl)C)=O)OCC(C(CO)O)O